6-bromo-2,5-dimethyl-2H-indazole BrC=1C(=CC2=CN(N=C2C1)C)C